[Cl-].[Na].[Na].C(CCCCCCCCCCCCCCC)[N+]1=CC=CC=C1 cetyl-pyridinium disodium chloride